C1NCC2NSC3C(SC=C21)=CNC3 hexahydro-1H,7H-dipyrrolo[3,4-c:3',4'-g][1,6,2]dithiazocine